6-{[2-(4-methoxyphenyl)-10-methyl-[1,2,4]triazolo[1,5-c]quinazolin-5-yl]amino}-1,4-diazepan-5-one COC1=CC=C(C=C1)C1=NN2C(=NC=3C=CC=C(C3C2=N1)C)NC1C(NCCNC1)=O